3-ethyl-1-(oxan-2-yl)-5-(4,4,5,5-tetramethyl-1,3,2-dioxaborolan-2-yl)pyrazolo[3,4-b]pyridine C(C)C1=NN(C2=NC=C(C=C21)B2OC(C(O2)(C)C)(C)C)C2OCCCC2